3'-(Dibenzo[c,h]acridin-7-yl)-[1,1'-biphenyl]-4-carbonitrile C1=CC=CC=2C=CC=3C(=C4C=CC5=C(C4=NC3C21)C=CC=C5)C=5C=C(C=CC5)C5=CC=C(C=C5)C#N